7-methoxy-2-(trans-3-{4-[(piperazin-1-yl)methyl]phenyl}cyclobutyl)[1,2,4]triazolo[1,5-c]quinazolin-5-amine COC1=CC=CC=2C=3N(C(=NC12)N)N=C(N3)[C@@H]3C[C@H](C3)C3=CC=C(C=C3)CN3CCNCC3